N-(spiro[2.3]hexan-5-yl)-1,2-dihydro-1,8-naphthyridine-3-carboxamide C1CC12CC(C2)NC(=O)C=2CNC1=NC=CC=C1C2